tert-butyl-[(7-fluoro-6-iodo-3,4-dihydro-2H-pyrano[3,2-b]pyridin-4-yl)oxy]-dimethyl-silane C(C)(C)(C)[Si](C)(C)OC1CCOC=2C1=NC(=C(C2)F)I